6-(difluoromethyl)-N-(8-methoxy-2-((1r*,3r*)-3-methoxy-1-methylcyclobutyl)imidazo[1,2-a]pyridin-6-yl)picolinamide FC(C1=CC=CC(=N1)C(=O)NC=1C=C(C=2N(C1)C=C(N2)C2(CC(C2)OC)C)OC)F